n-hexyltris(t-butoxy)tin C(CCCCC)[Sn](OC(C)(C)C)(OC(C)(C)C)OC(C)(C)C